8-methoxypyrene-1,3,6-trisulfonic acid COC=1C=C(C=2C=CC3=C(C=C(C=4C=CC1C2C43)S(=O)(=O)O)S(=O)(=O)O)S(=O)(=O)O